O=C1NC(CC[C@H]1NC1=CC=C(C=C1)C1CCN(CC1)CCCCCCCC(=O)OC(C)(C)C)=O tert-butyl (R)-8-(4-(4-((2,6-dioxopiperidin-3-yl)amino)phenyl)piperidin-1-yl)octanoate